4-(3-hydroxypropyl)-2H-chromen-2-one OCCCC1=CC(OC2=CC=CC=C12)=O